C(C)(=O)S(=O)(=O)C1CCCCC1 acetyl-sulfonyl-cyclohexane